6-Amino-3-((1S,3R)-4'-chloro-3-(3-methyl-1,2,4-oxadiazol-5-yl)-1',2'-dihydrospiro[cyclopentane-1,3'-pyrrolo[2,3-b]pyridin]-5'-yl)-2-fluoro-N,N-dimethylbenzamide NC1=CC=C(C(=C1C(=O)N(C)C)F)C=1C(=C2C(=NC1)NC[C@@]21C[C@@H](CC1)C1=NC(=NO1)C)Cl